1-(3-(3-(benzyloxy)-2-chloropropoxy)-1H-pyrazol-1-yl)ethan-1-one C(C1=CC=CC=C1)OCC(COC1=NN(C=C1)C(C)=O)Cl